O=C(CC(=O)[O-])CCCCCCCCC 3-oxolaurate